N-(2-fluoro-5-((7-oxo-7,8-dihydro-1,8-naphthyridin-4-yl)amino)benzyl)sulfamide dihydrochloride Cl.Cl.FC1=C(CNS(=O)(=O)N)C=C(C=C1)NC1=CC=NC=2NC(C=CC12)=O